N[C@@H]1[C@@](CCCC1)(O)C1=C(C2=NC(=CC(=C2S1)NCC=1SC=CC1)Cl)Cl (1R,2S)-2-amino-1-(3,5-dichloro-7-((thiophen-2-ylmethyl)amino)thieno[3,2-b]pyridin-2-yl)cyclohexan-1-ol